4-(2-(ethoxymethoxy)-3-methoxybenzoyl)benzoic acid C(C)OCOC1=C(C(=O)C2=CC=C(C(=O)O)C=C2)C=CC=C1OC